CC1=CC=C(S1)C1=CC=C(C=C1)SC=1C=CC(=C(C1)NC(OC(C)(C)C)=O)[N+](=O)[O-] tert-butyl (5-((4-(5-methylthiophen-2-yl)phenyl)thio)-2-nitrophenyl)carbamate